FC(N1N=CC(=C1C)C=1C=NC=2CCN(CC2C1)C=1C(=CC=2N(N1)C(C=CN2)=O)C)F 7-(3-(1-(difluoromethyl)-5-methyl-1H-pyrazol-4-yl)-7,8-dihydro-1,6-naphthyridin-6(5H)-yl)-8-methyl-4H-pyrimido[1,2-b]pyridazin-4-one